BrC1(CCCCC1)N bromocyclohexanamine